ClC1=CC=C2C(=N1)[C@H](COC2=O)C |r| rac-2-chloro-8-methyl-7,8-dihydro-5H-pyrano[4,3-b]pyridin-5-one